BrC=1C(=NC(=NC1)NC1=C(C=C(C(=C1)Cl)N1CCC(CC1)N1CC(CC1)N(C)C)Cl)NC1=CC2=C(CCO2)C=C1N(S(=O)(=O)C)C N-(6-((5-bromo-2-((2,5-dichloro-4-(4-(3-(dimethylamino)pyrrolidin-1-yl)piperidine-1-yl)phenyl)amino)pyrimidin-4-yl)amino)-2,3-dihydrobenzofuran-5-yl)-N-methylmethanesulfonamide